C(CC)S(=O)(=O)C1=NN=C2N1C=C(C=C2)NC(C2=C(C=C(C=C2)C(F)(F)F)[N+](=O)[O-])=O N-(3-(propylsulfonyl)-[1,2,4]triazolo[4,3-a]pyridin-6-yl)-2-nitro-4-(trifluoromethyl)benzamide